N-[(2S)-1-({(1S)-1-cyano-2-[(3S)-2-oxopyrrolidin-3-yl]ethyl}amino)-4,4-dimethyl-1-oxopentan-2-yl]-6-propoxy-1H-indole-2-carboxamide C(#N)[C@H](C[C@H]1C(NCC1)=O)NC([C@H](CC(C)(C)C)NC(=O)C=1NC2=CC(=CC=C2C1)OCCC)=O